dihydro-1H-pyrrol N1CCC=C1